C(#C)C1=CC(N(C=2N=C(N=CC21)NC2=CC=C(C=C2)N2CCN(CC2)C)C2CCC(CC2)NC(CCC(=O)O)=O)=O 4-(((1s,4s)-4-(5-ethynyl-2-((4-(4-methylpiperazin-1-yl)phenyl)amino)-7-oxopyrido[2,3-d]pyrimidin-8(7H)-yl)cyclohexyl)amino)-4-oxobutanoic acid